(R)-3-amino-4,4-dimethylpentanoic acid N[C@H](CC(=O)O)C(C)(C)C